C(CCCCCCCC)N(CCN(CC(=O)O)CCCCCCCCC)CCCCCCCCC N-(2-(dinonylamino)ethyl)-N-nonylglycine